Cl.NC1(C(C(CCC1)(C)O)=O)C1=CC(=CC=C1)OC(F)(F)F 2-amino-6-hydroxy-6-methyl-2-(3-(trifluoromethoxy)phenyl)cyclohexan-1-one hydrochloride